N1(CCCCCC1)CCN 2-(azepan-1-yl)ethylamine